5-(1,6-dimethyl-1H-pyrazolo[3,4-b]pyridin-4-yl)-3-methyl-1-((4-(pyrrolidin-1-yl)-2-oxabicyclo[2.2.2]oct-1-yl)methyl)-4,5,6,7-tetrahydro-1H-pyrazolo[4,3-c]pyridine CN1N=CC=2C1=NC(=CC2N2CC1=C(CC2)N(N=C1C)CC12OCC(CC1)(CC2)N2CCCC2)C